6-chloro-N4,N8-diethyl-N2-(2-methyl-allyl)-pyrimido[5,4-d]pyrimidine-2,4,8-triamine ClC=1N=C(C=2N=C(N=C(C2N1)NCC)NCC(=C)C)NCC